(S)-6-chloro-4-(3-(2-chloro-7-(1-methoxyethyl)pyrazolo[1,5-a]pyrimidin-6-yl)ureido)-N,N-dimethylpicolinamide ClC1=CC(=CC(=N1)C(=O)N(C)C)NC(=O)NC=1C=NC=2N(C1[C@H](C)OC)N=C(C2)Cl